(2S)-4-(7-chlorobenzothiophen-5-yl)-2-(9H-fluoren-9-ylmethoxycarbonylamino)butanoic acid ClC1=CC(=CC=2C=CSC21)CC[C@@H](C(=O)O)NC(=O)OCC2C1=CC=CC=C1C=1C=CC=CC21